FC=1C=C(C=CC1F)[C@H]1[C@@H](CN(C1)CC(C)O)NC(=O)NC1=C(C(=NN1C1=CC=CC=C1)OCC)C 1-((3s,4r)-4-(3,4-difluorophenyl)-1-(2-hydroxypropyl)pyrrolidin-3-yl)-3-(3-ethoxy-4-methyl-1-phenyl-1H-pyrazol-5-yl)urea